(+/-)-N7-Methyl-N5-(2-(1-methyl-1H-pyrazol-4-yl)ethyl)-3-phenyl-2,3-dihydrobenzofuran-5,7-dicarboxamid CNC(=O)C1=CC(=CC=2[C@H](COC21)C2=CC=CC=C2)C(=O)NCCC=2C=NN(C2)C |r|